1,5-Dimethyl-4-(4,4,5,5-tetramethyl-1,3,2-dioxaborolan-2-yl)4H-pyrazole CN1N=CC(C1C)B1OC(C(O1)(C)C)(C)C